[O-2].[Mn+2] manganese (II) oxide